5'-(difluoromethyl)-N-((4-isopropylbenzyl)sulfonyl)-2'-methoxy-5-((5-methyl-1,3,4-oxadiazol-2-yl)methyl)-[1,1'-biphenyl]-2-carboxamide FC(C=1C=CC(=C(C1)C=1C(=CC=C(C1)CC=1OC(=NN1)C)C(=O)NS(=O)(=O)CC1=CC=C(C=C1)C(C)C)OC)F